CC(C)(CC(CCCC)C)O 2,4-dimethyl-2-octanol